C\C(=C/CC=1C(=C(C(=O)O)C(=CC1O)CCC(CC)C)O)\CCC=C(C)C 3-[(2E)-3,7-dimethyloct-2,6-dien-1-yl]-2,4-dihydroxy-6-(3-methylpentyl)benzoic acid